C(C)(C)(C)C1=CC=C(C=C1)C1(CC(=CC=C1)N(C1=CC=C(C=C1)C(C)C)C1=CC=C(C=C1)C(C)C)N 1-(4-(tert-butyl)phenyl)-N3,N3-Bis(4-isopropylphenyl)benzene-1,3-diamine